CC(CCCCCCCCCC(CC)O)O tetradecane-2,12-diol